4,5-difluoro-2-cyanophenylboronic acid FC1=CC(=C(C=C1F)B(O)O)C#N